2-oxo-2H-chromene-8-carboxamide O=C1OC2=C(C=CC=C2C=C1)C(=O)N